COC(=O)C1=CC2=C(OC(C(N2)=O)C)C=C1[N+](=O)[O-] 2-methyl-7-nitro-3-oxo-3,4-dihydro-2H-benzo[b][1,4]oxazine-6-carboxylic acid methyl ester